CP(=O)(C)C=1C(=C(C(=O)NCCOC)C=CC1)NCC#C (dimethylphosphoryl)-N-(2-methoxyethyl)-2-(prop-2-yn-1-ylamino)benzamide